1-hydroxy-2-(1-methyl-1-hydroxyethyl)-5-methylcyclohexane OC1C(CCC(C1)C)C(C)(O)C